C(C)(C)(C)C1=CC=C(C=C1)C1=NC2=CC(=CC=C2N=C1)C1=NN=NN1 2-(4-(tert-Butyl)phenyl)-7-(1H-tetrazol-5-yl)quinoxaline